C(#N)CCCS(=O)(=O)NC1=C(C=C(C=C1)C=1C2=C(N=C(N1)NC(=O)C1CC1)NC=C2)F N-(4-(4-((3-cyanopropyl)sulfonamido)-3-fluorophenyl)-7H-pyrrolo[2,3-d]pyrimidin-2-yl)cyclopropylcarboxamide